5-chloro-4-(cyclopentylmethoxy)-2-fluoro-N-(naphthalen-2-ylsulfonyl)benzamide ClC=1C(=CC(=C(C(=O)NS(=O)(=O)C2=CC3=CC=CC=C3C=C2)C1)F)OCC1CCCC1